tert-butyl 4-[2-[4-[(9S)-4,5,13-trimethyl-9-(oxazol-2-ylmethyl)-3-thia-1,8,11,12-tetrazatricyclo[8.3.0.02,6]trideca-2(6),4,7,10,12-pentaen-7-yl]phenyl]ethyl]piperidine-1-carboxylate CC=1SC=2N3C(=NN=C3[C@@H](N=C(C2C1C)C1=CC=C(C=C1)CCC1CCN(CC1)C(=O)OC(C)(C)C)CC=1OC=CN1)C